1-methyl-2-oxo-1,2-dihydroquinoline-3-carboxamide CN1C(C(=CC2=CC=CC=C12)C(=O)N)=O